C(#N)CC1(CC(C1)NC(=O)NCC)N1CCC2(CC1)C(N(C=1C2=C2C(=NC1)NC(=C2C2=CC=CC=C2)C=2C=NN(C2)C)C)=O 1-(3-(cyanomethyl)-3-(6-methyl-2-(1-methyl-1H-pyrazol-4-yl)-7-oxo-1-phenyl-6,7-dihydro-3H-spiro[dipyrrolo[2,3-b:3',2'-d]pyridine-8,4'-piperidin]-1'-yl)cyclobutyl)-3-ethylurea